C1=C2N(C=N1)C(CC2)C(=O)[O-] 6,7-dihydro-5H-pyrrolo[1,2-c]imidazole-5-carboxylate